NC1=CC=C(OC2=C(C=C(C=C2)C2=C(C=CC=C2)N)OCC)C=C1 4-(4-aminophenoxy)-3-ethoxyphenylbenzenamine